1-(((3S)-1-((3-cyano-1-azetidinyl)sulfonyl)-3-piperidinyl)carbonyl)-N-(3,5-difluorobenzyl)-D-prolinamide C(#N)C1CN(C1)S(=O)(=O)N1C[C@H](CCC1)C(=O)N1[C@H](CCC1)C(=O)NCC1=CC(=CC(=C1)F)F